N-(5-((4-chlorophenyl)ethynyl)thiazolo[5,4-b]pyridin-2-yl)-5-(2-methoxyphenyl)pyridazine-4-carboxamide ClC1=CC=C(C=C1)C#CC1=CC=C2C(=N1)SC(=N2)NC(=O)C2=CN=NC=C2C2=C(C=CC=C2)OC